5-Chloro-6-(2,6-difluoro-4-(((1R,5S,6s)-3-ethyl-3-azabicyclo[3.1.0]hex-6-yl)ethynyl)phenyl)-N-((S)-1,1,1-trifluoropropan-2-yl)-[1,2,4]triazolo[1,5-a]pyrimidin-7-amine ClC1=NC=2N(C(=C1C1=C(C=C(C=C1F)C#CC1[C@@H]3CN(C[C@H]13)CC)F)N[C@H](C(F)(F)F)C)N=CN2